3-(5-((3-((4'-chloro-5,5-dimethyl-3,4,5,6-tetrahydro-[1,1'-biphenyl]-2-yl)methyl)-3,8-diazabicyclo[3.2.1]octane-8-yl)methyl)-1-oxoisoindolin-2-yl)piperidine-2,6-dione ClC1=CC=C(C=C1)C1=C(CCC(C1)(C)C)CN1CC2CCC(C1)N2CC=2C=C1CN(C(C1=CC2)=O)C2C(NC(CC2)=O)=O